FC(C1=CC=C(S1)S(=O)(=O)Cl)F 5-(difluoromethyl)thiophene-2-sulfonyl chloride